allyl-sulfonimidamide C(C=C)S(=O)(N)=N